C1(CCCCC1)CC(=O)NC1=NC(=C(C=C1)C1=NC=2C=NC(=NC2N(C1=O)C(C)C)NC1CCC(CC1)N(C)C)C 2-cyclohexyl-N-(5-(2-(((1r,4r)-4-(dimethylamino)cyclohexyl)amino)-8-isopropyl-7-oxo-7,8-dihydropteridin-6-yl)-6-methylpyridin-2-yl)acetamide